3-acryl-N,N,N-trimethylpropan-1-aminium methylsulfate COS(=O)(=O)[O-].C(=O)(C=C)CCC[N+](C)(C)C